ClC1=C(C(=C(C=C1OC)OC)Cl)C1=CC2=C(N=C(N=C2)N[C@H]2[C@H](CN(C2)C)NC(C=C)=O)C(=N1)NC1COC1 N-((3S,4R)-4-((6-(2,6-dichloro-3,5-di-methoxyphenyl)-8-(oxetan-3-ylamino)pyrido[3,4-d]pyrimidin-2-yl)amino)-1-methylpyrrolidin-3-yl)acrylamide